ClC=1C=C(C=C(C1)Cl)C1(CCC1)OC(/C=C/C(=O)O)=O (E)-4-(1-(3,5-dichlorophenyl)cyclobutoxy)-4-oxobut-2-enoic acid